(2S)-1-({6-(cyanomethoxy)-2-[3-(2,3-dihydro-1,4-benzodioxin-6-yl)-2-methylphenyl]-1,3-benzoxazol-5-yl}methyl)piperidine-2-carboxylic acid C(#N)COC1=CC2=C(N=C(O2)C2=C(C(=CC=C2)C2=CC3=C(OCCO3)C=C2)C)C=C1CN1[C@@H](CCCC1)C(=O)O